FC1=C2C=CC=C(C2=CC=C1)N1CC=2N=C(N=C(C2CC1)N1C[C@H]2CC[C@@H](C1)N2C(=O)OC(C)(C)C)OC[C@H]2N(CCC2)C tert-butyl (1R,5S)-3-(7-(5-fluoronaphthalen-1-yl)-2-(((S)-1-methylpyrrolidin-2-yl)methoxy)-5,6,7,8-tetrahydropyrido[3,4-d]pyrimidin-4-yl)-3,8-diazabicyclo[3.2.1]octane-8-carboxylate